O=C1NC(=NC2=CC=CC=C12)NC1=CC=C(C(=O)O)C=C1 4-((4-oxo-3,4-dihydroquinazolin-2-yl)amino)benzoic acid